dimethyl-2,2-dimethylmalonate COC(C(C(=O)OC)(C)C)=O